C(C1=CC=CC=C1)NC1=NC=CC(=C1)OC1=C(N=C(S1)C)C1=CC=CC=C1 N-Benzyl-4-((2-methyl-4-phenylthiazol-5-yl)oxy)pyridin-2-amine